N-(1,1-dioxidotetrahydro-2H-thiopyran-3-yl)-6-(1H-imidazol-1-yl)-4-methylpicolinamide O=S1(CC(CCC1)NC(C1=NC(=CC(=C1)C)N1C=NC=C1)=O)=O